5-{4-amino-5-[(4,4-difluoropiperidin-1-yl)methyl]pyrrolo[2,1-f][1,2,4]triazin-7-yl}-N-[(3R,4S)-1-(2-chloro-4-fluorobenzoyl)-4-fluoropyrrolidin-3-yl]-2-methoxypyridine-3-carboxamide NC1=NC=NN2C1=C(C=C2C=2C=C(C(=NC2)OC)C(=O)N[C@@H]2CN(C[C@@H]2F)C(C2=C(C=C(C=C2)F)Cl)=O)CN2CCC(CC2)(F)F